CC1=CC=CC=2C(C3=CC=CC=C3C(C12)=O)=O 1-methylanthraquinone